ClC=1C=C(C=CC1F)N1CCC=2C=3C1=NC=NC3C=CC2NC(\C=C\CNC(C)C)=O (E)-N-(4-(3-chloro-4-fluorophenyl)-5,6-dihydro-4H-pyrido[2,3,4-de]quinazolin-7-yl)-4-(isopropylamino)but-2-enamide